[Na+].C(CCC)(=O)[O-] butanoic acid sodium salt